ClC1=CC=CC(=N1)N(S(=O)(=O)C1(CC1)COC=1N=NC=C2C1N(C(C(=C2)C(=O)NCC2=CC=C(C=C2)C#N)=O)C)C 8-((1-(N-(6-chloropyridin-2-yl)-N-methylsulfamoyl)cyclopropyl)methoxy)-N-(4-cyanobenzyl)-1-methyl-2-oxo-1,2-dihydropyrido[2,3-d]pyridazine-3-carboxamide